The molecule is trianion of (R)-3-hydroxy-2-oxo-4-phosphonooxybutanoic acid arising from deprotonation of both the carboxyl and phosphate functions. It is an organophosphate oxoanion and a 2-oxo monocarboxylic acid anion. It is a conjugate base of a (R)-3-hydroxy-2-oxo-4-phosphonooxybutanoic acid. C([C@H](C(=O)C(=O)[O-])O)OP(=O)([O-])[O-]